C1(=C2N(C=N1)CCC2)C(C(NC=2SC=CN2)=O)N2CC1=C(C=C(C=C1C2=O)C2=CC=C(C=C2)CN2CCN(CC2)C(=O)OC(C)(C)C)F tert-butyl 4-[[4-[2-[1-(6,7-dihydro-5H-pyrrolo[1,2-c]imidazol-1-yl)-2-oxo-2-(thiazol-2-ylamino)ethyl]-7-fluoro-3-oxo-isoindolin-5-yl]phenyl]methyl]piperazine-1-carboxylate